ClC1=NC=C(C(=C1)C1=C(C=NC(=C1)C)C(=O)NC=1SC2=C(N1)CN(C2)C(=O)C2=NN(C=C2F)C)OC 2'-chloro-N-(5-(4-fluoro-1-methyl-1H-pyrazole-3-carbonyl)-5,6-dihydro-4H-pyrrolo[3,4-d]thiazol-2-yl)-5'-methoxy-6-methyl-[4,4'-bipyridine]-3-carboxamide